OC1=C(C(OC12CCC(CC2)OC2CCN(CC2)CCOCCOCCOCC(=O)OC(C)(C)C)=O)C2=C(C=C(C=C2C)C)C tert-butyl 2-(2-(2-(2-(4-(((5r,8r)-4-hydroxy-3-mesityl-2-oxo-1-oxaspiro[4.5]dec-3-en-8-yl)oxy)piperidin-1-yl)ethoxy)ethoxy)ethoxy)acetate